[Na+].CC1=C(C(=O)P([O-])(=O)C(C2=C(C=C(C=C2C)C)C)=O)C(=CC(=C1)C)C bis(2,4,6-trimethylbenzoyl)phosphinic acid sodium salt